C(C)(C)(C)OC(=O)N1C(COCC1)C1=CC=C(C=C1)C=O 3-(4-formylphenyl)morpholine-4-carboxylic acid tert-butyl ester